C(C)(C)(C)OC(=O)NC1=CC=CC(=N1)SC=1C=2N(C=C(C1)C=1C=NN(C1)[C@@H]1CN(CCC1)C(=O)OC(C)(C)C)N=CC2C#N t-Butyl (3S)-3-[4-[4-[[6-(tert-butoxycarbonylamino)-2-pyridyl]sulfanyl]-3-cyano-pyrazolo[1,5-a]pyridin-6-yl]pyrazol-1-yl]piperidine-1-carboxylate